N-[5-[4-[[4-[2-(4-methylpiperazin-1-yl)ethoxy]pyrimidin-2-yl]amino]cyclohexoxy]-7-morpholino-1,6-naphthyridin-3-yl]methanesulfonamide CN1CCN(CC1)CCOC1=NC(=NC=C1)NC1CCC(CC1)OC1=C2C=C(C=NC2=CC(=N1)N1CCOCC1)NS(=O)(=O)C